C(=O)(O)C1CC(N(C1)C)=O 4-carboxy-1-methylpyrrolidin-2-one